ClC=1C=CC(=C2C=CC=NC12)N1C[C@@H](O[C@@H](C1)C)C(=O)N[C@H]1CNC[C@H]1F (2R,6R)-4-(8-chloro-5-quinolinyl)-N-[(3S,4R)-4-fluoropyrrolidin-3-yl]-6-methyl-morpholine-2-carboxamide